1-((3S,4R)-3-fluoro-4-((4-(4-(trifluoromethyl)phenyl)phthalazin-1-yl)amino)pyrrolidin-1-yl)prop-2-en-1-one F[C@H]1CN(C[C@H]1NC1=NN=C(C2=CC=CC=C12)C1=CC=C(C=C1)C(F)(F)F)C(C=C)=O